[6-[(2,4-difluorophenyl)methyl]-2-azaspiro[3.3]heptan-2-yl]-[(3S)-3-(1H-pyrazol-5-yl)pyrrolidin-1-yl]methanone tert-butyl-[2-[2-(trifluoromethyl)phenoxy]ethyl]carbamate C(C)(C)(C)N(C(O)=O)CCOC1=C(C=CC=C1)C(F)(F)F.FC1=C(C=CC(=C1)F)CC1CC2(CN(C2)C(=O)N2C[C@H](CC2)C2=CC=NN2)C1